FC(COC1=C(C=C(C(=N1)OC)NS(=O)(=O)C1=CNC=2C(N(C=CC21)CCOC)=O)F)F N-[6-(2,2-difluoroethoxy)-5-fluoro-2-methoxy-3-pyridinyl]-7-keto-6-(2-methoxyethyl)-1H-pyrrolo[2,3-c]pyridine-3-sulfonamide